C(=O)C1=C(N=C(S1)C1=CC(=CC=C1)C1=NOC(=C1)[C@]1(C(N(CC1)C)=O)O)C(=O)OC (R)-methyl 5-formyl-2-(3-(5-(3-hydroxy-1-methyl-2-oxopyrrolidin-3-yl)isoxazol-3-yl)phenyl)thiazole-4-carboxylate